FC1=NC=CC=C1C=O 2-Fluoropyridin-3-carboxaldehyde